2,2'-bis(2-carboxyethoxy)-1,1'-binaphthyl C(=O)(O)CCOC1=C(C2=CC=CC=C2C=C1)C1=C(C=CC2=CC=CC=C12)OCCC(=O)O